C1C2NC(C3C=CC=CC3=C21)C(=O)O tetrahydro-1H-cyclopropa[c]isoquinoline-3-carboxylic acid